The molecule is a ketogluconic acid that is L-gluconic acid in which the hydroxy group at position 2 has been oxidised to the corresponding ketone. It has a role as a marine metabolite and a bacterial metabolite. It is a ketogluconic acid and a hexonic acid. It derives from a L-gluconic acid. It is a conjugate acid of a 5-dehydro-L-gluconate. It is an enantiomer of a 5-dehydro-D-gluconic acid. C(C(=O)[C@@H]([C@H]([C@@H](C(=O)O)O)O)O)O